N-(5-((6-((R)-3-(3-chloro-2-fluorophenyl)isoxazolidine-2-yl)pyrimidine-4-yl)amino)-4-methoxy-2-(4-(4-(oxetane-3-yl)piperazine-1-yl)piperidine-1-yl)phenyl)acrylamide ClC=1C(=C(C=CC1)[C@@H]1N(OCC1)C1=CC(=NC=N1)NC=1C(=CC(=C(C1)NC(C=C)=O)N1CCC(CC1)N1CCN(CC1)C1COC1)OC)F